OCCCNC1=C(C=C(C=C1)N(CCO)CCO)[N+](=O)[O-] 1-(3-hydroxypropylamino)-4-[di(2-hydroxyethyl)amino]-2-nitrobenzene